N-Hydroxymethyl-1,2-benzoisothiazolin-3-on OCN1SC2=C(C1=O)C=CC=C2